4-(8-(6-Chloropyridazin-4-yl)-3,8-diazabicyclo[3.2.1]oct-3-yl)-6-(2-(methoxymethoxy)phenyl)pyridazin-3-amine ClC1=CC(=CN=N1)N1C2CN(CC1CC2)C2=C(N=NC(=C2)C2=C(C=CC=C2)OCOC)N